OCC1CCN(CC1)C1=CC=C(C=C1)C1CN(CC1)C1=CC(=C(C#N)C=C1)C(F)(F)F 4-(3-(4-(4-(hydroxymethyl)piperidin-1-yl)-phenyl)pyrrolidin-1-yl)-2-(trifluoromethyl)benzonitrile